4-(diphenylmethoxy)piperidine C1(=CC=CC=C1)C(OC1CCNCC1)C1=CC=CC=C1